C(C1=CC=CC=C1)OC(N(C)CCCC1=NC=CC(=C1)NC(=O)OC(C)(C)C)=O.COC1=CC2=C(N(C(O2)=O)CCNC(\C=C\C=2OC=CC2)=O)C=C1 (E)-N-(2-(6-methoxy-2-oxo-2,3-dihydro-1,3-benzooxazol-3-yl)ethyl)-3-(2-furanyl)acrylamide benzyl-N-[3-[4-(tert-butoxycarbonylamino)-2-pyridyl]propyl]-N-methyl-carbamate